NC=1SC(=CN1)CN1C(CN(CC1)CC(=O)NC1CCCCC1)C 2-(4-((2-aminothiazol-5-yl)methyl)-3-methylpiperazin-1-yl)-N-cyclohexylacetamide